2-(piperazin-1-yl)acetamide N1(CCNCC1)CC(=O)N